5-chloro-N-(3-cyanophenyl)-2-(4,4-difluoro-1-piperidyl)-4,6-dimethyl-pyridine-3-carboxamide ClC=1C(=C(C(=NC1C)N1CCC(CC1)(F)F)C(=O)NC1=CC(=CC=C1)C#N)C